ClC=1C=C(C=CC1)[C@@H]1[C@H](C1)C(=O)NC=1C(=NC=NC1)NCC=1N=C2N(C=C(C=C2)C2CC2)C1 |r| rac-(1S*,2S*)-2-(3-chlorophenyl)-N-(4-(((6-cyclopropylimidazo[1,2-a]pyridin-2-yl)methyl)amino)pyrimidin-5-yl)cyclopropane-1-carboxamide